2-chloro-N-(1-methyltetrazol-5-yl)-3-[(propanoylamino)methyl]-4-(trifluoromethoxy)benzamide ClC1=C(C(=O)NC2=NN=NN2C)C=CC(=C1CNC(CC)=O)OC(F)(F)F